N-Isopropyl-5-(4-(trifluoromethyl)phenyl)-[1,2,4]triazolo[4,3-a]quinoline-8-carboxamide C(C)(C)NC(=O)C1=CC=C2C(=CC=3N(C2=C1)C=NN3)C3=CC=C(C=C3)C(F)(F)F